C(C)C(=CCCCCCCCCC)OC(CC)CCCCC ethyl-1-(octan-3-yloxy)undec-1-ene